FC1=CC=2C[C@H]3OCCN[C@H]3C2C=C1 Cis-(4aS,9aR)-7-fluoro-2,3,4,4a,9,9a-hexahydroindeno[2,1-b][1,4]oxazine